chlorophenyl borate B(OC1=C(C=CC=C1)Cl)([O-])[O-]